CN1C(CC(CC1(C)C)C(C(C(C(C(=O)[O-])C1CC(N(C(C1)(C)C)C)(C)C)(C(=O)[O-])CCCCCCCCCCCCC)(C(=O)[O-])CCCCCCCCCCCCC)C(=O)[O-])(C)C bis(1,2,2,6,6-pentamethyl-4-piperidyl)-di(tridecyl)-1,2,3,4-butanetetracarboxylate